OC=1C(=C(C=CC1)C1=CC=CC=C1)CC1=CC=CC=C1 monohydroxymonobenzyl-biphenyl